C(#N)C1=CC=CC(=C1S(=O)(=O)Cl)Br 6-cyano-2-bromobenzenesulfonyl chloride